7-Hydroxy-1-(4-hydroxy-3-methoxyphenyl)-6-methoxy-1,2-dihydronaphthalene OC1=C(C=C2C=CCC(C2=C1)C1=CC(=C(C=C1)O)OC)OC